4-(9,9-dimethyl-8,9,10,11-tetrahydro-3H-pyrrolo[3,2-a]phenanthridin-7-yl)phenol CC1(CC=2C(=NC3=CC=C4C(=C3C2CC1)C=CN4)C4=CC=C(C=C4)O)C